1-(2,6-difluorobenzyl)piperidin FC1=C(CN2CCCCC2)C(=CC=C1)F